ClC=1C=C(C=C(C1)Cl)C1=NOC2(C1CCO2)C(=O)N[C@H]2C=C[C@H](C2)C(=O)OC methyl (1S,4R)-4-[[3-(3,5-dichlorophenyl)-4,5-dihydro-3aH-furo[3,2-d]isoxazole-6a-carbonyl]amino]cyclopent-2-ene-1-carboxylate